FC(C1=NC(=CC=C1OC[C@](CC(C)C)(N)C)C1=C2C(=NC=C1)NC=C2F)F (S)-1-((2-(difluoromethyl)-6-(3-fluoro-1H-pyrrolo[2,3-b]pyridin-4-yl)pyridin-3-yl)oxy)-2,4-dimethylpentan-2-amine